2-(((2R,3R,4R,5R)-5-(3-((benzyloxy)methyl)-2,4-dioxo-3,4-dihydropyrimidin-1(2H)-yl)-2-((bis(4-methoxyphenyl)(phenyl)methoxy)methyl)-4-methoxytetrahydrofuran-3-yl)oxy)-acetaldehyde C(C1=CC=CC=C1)OCN1C(N(C=CC1=O)[C@H]1[C@@H]([C@@H]([C@H](O1)COC(C1=CC=CC=C1)(C1=CC=C(C=C1)OC)C1=CC=C(C=C1)OC)OCC=O)OC)=O